ClC1=NC=CC(=C1NC(OC(C)(C)C)=O)C1=CC=C(C=C1)Cl tert-butyl (2-chloro-4-(4-chlorophenyl) pyridin-3-yl)carbamate